BrC1=C(C(=O)OC)C=C(C(=C1)NC(C(=O)OC)C)[N+](=O)[O-] methyl 2-bromo-4-((1-methoxy-1-oxopropan-2-yl) amino)-5-nitrobenzoate